3-[(4R)-6-chloro-4-[2-[5-[(6,7-difluoro-4-methylsulfinyl-1H-indol-5-yl)oxy]-2-fluoro-phenyl]-1H-imidazol-4-yl]-4-methyl-chroman-8-yl]propanoic acid ClC=1C=C2[C@](CCOC2=C(C1)CCC(=O)O)(C)C=1N=C(NC1)C1=C(C=CC(=C1)OC=1C(=C2C=CNC2=C(C1F)F)S(=O)C)F